4-(4-((1-(4-((S)-2-(3-Chloro-4-cyanophenyl)-3-methyl-2,8-diazaspiro[4.5]decan-8-yl)benzoyl)piperidin-4-yl)methyl)piperazin-1-yl)-N-(2,6-dioxopiperidin-3-yl)-2-fluorobenzamide ClC=1C=C(C=CC1C#N)N1CC2(C[C@@H]1C)CCN(CC2)C2=CC=C(C(=O)N1CCC(CC1)CN1CCN(CC1)C1=CC(=C(C(=O)NC3C(NC(CC3)=O)=O)C=C1)F)C=C2